3-methyl-1-(2,4-dichloronaphthalen-1-yl)-1H-pyrrole-2,5-dione CC=1C(N(C(C1)=O)C1=C(C=C(C2=CC=CC=C12)Cl)Cl)=O